[Si](C1=CC=CC=C1)(C1=CC=CC=C1)(C(C)(C)C)O[C@H]1C[C@@H](N(C1)C(=O)OC(C)(C)C)CC=O tert-Butyl (2R,4S)-4-((tert-butyldiphenylsilyl)oxy)-2-(2-oxo ethyl)pyrrolidin-1-carboxylate